C(C1=CC=CC=C1)SC=1C(=CC2=C(NC(C(N2)=O)=O)N1)C 6-(benzylthio)-7-methyl-1,4-dihydropyrido[2,3-b]pyrazine-2,3-dione